Cl.C(#C)[C@@H]1NCC1 |r| (RS)-2-ethynylazetidine hydrochloride